CC(=O)N[C@@H]1[C@H]([C@@H]([C@H](O[C@H]1O[C@@H]2[C@H](O[C@@H]([C@@H]([C@H]2O)N)O[C@@H]3[C@@H]([C@H]([C@H](O[C@@H]3C(=O)O)O[C@H]4[C@@H]([C@H](O[C@@H]([C@H]4O)O[C@@H]5[C@@H]([C@H](O[C@@H]([C@H]5O[C@H]6[C@@H]([C@H]([C@@H]([C@H](O6)CO)O)O)O)[C@H](CO)O)O[C@@H]7[C@@H](C[C@@](O[C@@H]7[C@@H](CO[C@@H]8[C@@H]([C@H]([C@H](CO8)N)O)O)O)(C(=O)O)O)O[C@@]9(C[C@H]([C@H]([C@H](O9)[C@@H](CO)O)O)O)C(=O)O)O)[C@H](CO[C@@H]1[C@H]([C@H]([C@@H]([C@H](O1)[C@H](CO[C@H]1[C@@H]([C@H]([C@H]([C@H](O1)C(=O)O)O)O)N)O)O)O)O)OP(=O)(O)OCCN)O)O[C@@H]1[C@H]([C@H]([C@@H]([C@H](O1)[C@@H](CO)O)O)O)O[C@@H]1[C@H]([C@H]([C@@H]([C@H](O1)[C@H](CO)O)O)O)O)O)CO)CO)O)O The molecule is an oligosaccharide derivative that is a tridecasaccharide derivative, the oligosaccharide portion of the Proteus penneri strain 12 lipopolysaccharide (LPS) core region. The 2-amino-2-deoxy-beta-D-galacturonic acid (beta-D-GalAN) residue may or may not be present.